C(C=C)(=O)OCCC[Si](OCCC)(OCCC)C 3-(methyldipropoxysilyl)propyl acrylate